(E)-5-fluoro-4-(2-chlorophenyl)-2-[1-methyl-2-(2-carboxy-4-fluorobenzylidene)hydrazino]thiazole FC1=C(N=C(S1)N(/N=C/C1=C(C=C(C=C1)F)C(=O)O)C)C1=C(C=CC=C1)Cl